C(C)N1C2=C(C=C1C=O)C=C(S2)C 6-ethyl-2-methyl-6H-thieno[2,3-b]pyrrole-5-formaldehyde